8-[(2s,5r)-4-{cyclopropyl-[4-(trifluoromethoxy)phenyl]methyl}-5-ethyl-2-methylpiperazin-1-yl]-5-methyl-6-oxo-5,6-dihydro-1,5-naphthyridine-2-carbonitrile C1(CC1)C(N1C[C@@H](N(C[C@H]1CC)C1=CC(N(C=2C=CC(=NC12)C#N)C)=O)C)C1=CC=C(C=C1)OC(F)(F)F